N-(2-cyclopropyl-4-fluorophenyl)-3,4,5-trimethoxy-N-(7-nitrobenzo[c][1,2,5]oxadiazol-4-yl)benzamide C1(CC1)C1=C(C=CC(=C1)F)N(C(C1=CC(=C(C(=C1)OC)OC)OC)=O)C1=CC=C(C2=NON=C21)[N+](=O)[O-]